4-(4-((5-methylpyridin-2-yl)oxy)phenyl)piperidin-1-ium chloride [Cl-].CC=1C=CC(=NC1)OC1=CC=C(C=C1)C1CC[NH2+]CC1